SCC1SC(CC1)CS 2,5-di(mercaptomethyl)tetrahydrothiophene